tert-butyl 4-(4-benzyl-4,7,12-triazatricyclo[7.4.0.02,7]trideca-1(9),10,12-trien-11-yl)piperazine-1-carboxylate C(C1=CC=CC=C1)N1CC2C=3C=NC(=CC3CN2CC1)N1CCN(CC1)C(=O)OC(C)(C)C